N,5-Dimethyl-2-(5-morpholin-4-yl-3,4'-bipyridin-2'-yl)-N-(tetrahydrofuran-3-yl)-1H-imidazol-4-carboxamid CN(C(=O)C=1N=C(NC1C)C1=NC=CC(=C1)C=1C=NC=C(C1)N1CCOCC1)C1COCC1